CC=1C=CC2=C(N=C(O2)S(=O)(=O)C)C1 5-methyl-2-(methylsulfonyl)benzo[d]oxazole